ClC=1C=C(C2=C(CC(O2)(C)C)C1)COC1=C(C(=C(C=C1)C=CC(=O)NCCO)C)C 3-(4-((5-chloro-2,2-dimethyl-2,3-dihydrobenzofuran-7-yl)methoxy)-2,3-dimethylphenyl)-N-(2-hydroxyethyl)acrylamide